5-(4-hydroxy-3,5-dimethoxyphenyl)-2,2-dimethyl-1,3-dioxane-4,6-dione OC1=C(C=C(C=C1OC)C1C(OC(OC1=O)(C)C)=O)OC